CN1N=C(C=C1)S(=O)(=O)NC1=CNC2=CC=C(C=C12)CCOC1=CC=C(C=C1)C(F)(F)F 1-methyl-N-(5-{2-[4-(trifluoromethyl)phenoxy]ethyl}-1H-indol-3-yl)-1H-pyrazole-3-sulfonamide